N-[1-(4-Chloro-3-cyano-1H-indol-7-yl)piperidin-4-yl]-5-[4-({4-[4-(2,4-dioxo-1,3-diazinan-1-yl)-1H-indol-1-yl]piperidin-1-yl}methyl)piperidin-1-yl]pyrimidine-2-carboxamide ClC1=C2C(=CNC2=C(C=C1)N1CCC(CC1)NC(=O)C1=NC=C(C=N1)N1CCC(CC1)CN1CCC(CC1)N1C=CC2=C(C=CC=C12)N1C(NC(CC1)=O)=O)C#N